NC1=CC=C(C(=C1CO)F)C1CC1 (6-amino-3-cyclopropyl-2-fluorophenyl)methanol